FC(C=1C(=C(C=CC1)[C@@H](C)NC=1C2=C(N=C(N1)C)C=NC(=C2)N2C[C@H]1N(CC[C@H]1C2)C)F)F N-{(1R)-1-[3-(difluoromethyl)-2-fluorophenyl]ethyl}-2-methyl-6-[(3aS,6aS)-1-methylhexahydropyrrolo[3,4-b]pyrrol-5(1H)-yl]pyrido[3,4-d]pyrimidin-4-amine